C1=CN2CCCC3=CC=C(C1=C23)N 5,6-dihydro-4H-pyrrolo[3,2,1-ij]quinolin-9-amine